C1(CC2C(CC1)O2)CCCC[Si](OCC)(OCC)C 4-(3,4-epoxycyclohexyl)butylmethyldiethoxysilane